FC1(CCC2=C1N=C(N=C2C2=CC=C(C=C2)CC(=O)N2CCNCC2)N2[C@H](CC2)C)F (S)-2-(4-(7,7-difluoro-2-(2-methylazetidin-1-yl)-6,7-dihydro-5H-cyclopenta[d]-pyrimidine-4-yl)phenyl)-1-(piperazin-1-yl)ethan-1-one